3-(benzo[d]oxazol-7-yl)isonicotinic acid O1C=NC2=C1C(=CC=C2)C2=C(C(=O)O)C=CN=C2